CC1(NC=2C=CC=C(C2NC1=S)C(=O)OC)C methyl 2,2-dimethyl-3-thioxo-1,2,3,4-tetrahydro-quinoxaline-5-carboxylate